CN1C(=CC2=C(C=C(C=C12)C)NC1=CC(=C(C(=C1)OC)OC)OC)C(=O)O 1,6-dimethyl-4-((3,4,5-trimethoxyphenyl)amino)-1H-indole-2-carboxylic acid